C(C1=CC=CC=C1)[C@H]1N(C(OC1)=O)C(=O)[C@H]1CN(C[C@@H]1C1=CC=C(C=C1)F)C(=O)OC(C)(C)C tert-butyl (3R,4S)-3-{[(4R)-4-benzyl-2-oxo-1,3-oxazolidin-3-yl]carbonyl}-4-(4-fluorophenyl)pyrrolidine-1-carboxylate